Nitrophenyl (S)-8-(benzyloxy)-7-methoxy-5-oxo-2,3,11,11a-tetrahydro-1H-benzo[e]pyrrolo[1,2-a][1,4]diazepine-10(5H)-carboxylate C(C1=CC=CC=C1)OC=1C(=CC2=C(N(C[C@H]3N(C2=O)CCC3)C(=O)OC3=C(C=CC=C3)[N+](=O)[O-])C1)OC